C(N)(=N)C=1C=CC2=C(C1)C1(CCN(CC1)C(=O)C=1C=C(C=CC1)C1=CC(=CC=C1)B(O)O)CO2 3'-(5-carbamimidoyl-2H-spiro[benzofuran-3,4'-piperidine]-1'-ylcarbonyl)biphenyl-3-ylboronic acid